1-hydroxy-4,5,6-trimethyl-7-azabenzotriazole ON1N=NC2=C1N=C(C(=C2C)C)C